CC1=CC=C(C2=CC3=CC4=CC=CC=C4C=C3C=C12)C#N 4-methyl-1-naphthacenecarbonitrile